2-(1-(4-amino-3-(3,4-dimethoxyphenyl)-1H-pyrazolo[3,4-d]pyrimidin-1-yl)ethyl)-3-cyclopropyl-7-(trifluoromethyl)quinazolin-4(3H)-one NC1=C2C(=NC=N1)N(N=C2C2=CC(=C(C=C2)OC)OC)C(C)C2=NC1=CC(=CC=C1C(N2C2CC2)=O)C(F)(F)F